ClC1=C(C(=CC=C1)F)CN1C(=NOC1=O)CC1CC(CC1)(F)F 4-[(2-chloro-6-fluorophenyl)methyl]-3-[(3,3-difluorocyclopentyl)methyl]-4,5-dihydro-1,2,4-oxadiazol-5-one